methyl 5-bromo-3-[(E)-[(dimethylamino)methylidene]amino]thiophene-2-carboxylate BrC1=CC(=C(S1)C(=O)OC)/N=C/N(C)C